C1(=CC=CS1)C(=O)CC(=O)C(F)(F)F.[Eu+3] europium(III) thenoyltrifluoroacetone